P(O)(=O)(OP(=O)(O)OP(=O)(O)O)OC[C@@H]1[C@H]([C@H]([C@@H](O1)C1=CN(C(=O)NC1=O)CC1=CC=C(C=C1)S(=O)(=O)C)O)O 1-(4-methanesulfonylbenzyl)pseudouridine triphosphate